CC1=C(C2=C(N=CN=C2NC2(CC2)C)O1)C(=O)N1CCOCC1 6-methyl-N-(1-methylcyclopropyl)-5-(morpholine-4-carbonyl)furo[2,3-d]pyrimidin-4-amine